BrC=1C=C(C=CC1)C1(CC(C1)CS(=O)(=O)[O-])C1=NN=CN1C cis-3-(3-bromophenyl)-3-(4-methyl-4H-1,2,4-triazol-3-yl)cyclobutylmethanesulfonate